1-Tert-butyl (3-(4-fluoro-2-methylphenyl)prop-2-yn-1-yl)carbamate FC1=CC(=C(C=C1)C#CCNC(OC(C)(C)C)=O)C